2-methoxy-4-morpholinyl-N-((5-(thiazol-2-yl)-1,3,4-oxadiazol-2-yl)methyl)benzamide COC1=C(C(=O)NCC=2OC(=NN2)C=2SC=CN2)C=CC(=C1)N1CCOCC1